Cl.CP1(CCNCC1)=O 4-methyl-1,4-azaphosphinane 4-oxide hydrochloric acid salt